N-((3S,4R)-3-fluoro-1-methylpiperidin-4-yl)-2-(3-((2-methoxy-4-(methylsulfonyl)phenyl)amino)prop-1-yn-1-yl)-3-((S)-oxiran-2-yl)imidazo[1,2-a]pyridin-8-amine F[C@H]1CN(CC[C@H]1NC=1C=2N(C=CC1)C(=C(N2)C#CCNC2=C(C=C(C=C2)S(=O)(=O)C)OC)[C@@H]2OC2)C